C1(=CC=CC=C1)NC1=CC=CC2=CC=CC=C12 phenyl-alpha-naphthylamine